4-bromo-8-isocyanato-1,2,3,5,6,7-hexahydro-s-indacene BrC1=C2CCCC2=C(C=2CCCC12)N=C=O